5,8-dimethyl-6-(3-methoxy-pyridin-2-ylamino)-isoquinolin-1-one CC1=C2C=CNC(C2=C(C=C1NC1=NC=CC=C1OC)C)=O